C(C)(C)(C)C=1C=C(C=CC1)[C@@H](C)NC(=O)C1=CC=C2C(=C(N(C2=C1)C)C)CC=1C=C(OC(C(=O)OC)(C)C)C=CC1 methyl (R)-2-(3-((6-((1-(3-(tert-butyl)phenyl)ethyl)carbamoyl)-1,2-dimethyl-1H-indol-3-yl)methyl)phenoxy)-2-methylpropanoate